(4aS,9aR)-7-(trifluoromethoxy)-2,3,4,4a,9,9a-hexahydroindeno[2,1-b][1,4]oxazine hydrochloride Cl.FC(OC1=CC=2C[C@H]3OCCN[C@H]3C2C=C1)(F)F